1-methyl-[1,2,4]triazolo[4,3-a]quinazolin-5-amine CC1=NN=C2N1C1=CC=CC=C1C(=N2)N